O[C@H]1C[C@H](CC1)NC=1N=NC(=C2C1C=NC=C2)C2=C(C=C(C=C2)C(F)(F)F)O 2-[4-[[(1S,3R)-3-hydroxycyclopentyl]amino]pyrido[3,4-d]pyridazin-1-yl]-5-(trifluoromethyl)phenol